C(C)(C)C1=C(C=CC=C1)NC(=O)N\N=C\C1=CC(=C(C=C1)N1N=C(C(=C1)NC(C1=CC=C(C=C1)OC(F)(F)F)=O)C)C N-[1-[4-[(E)-[(2-isopropylphenyl)carbamoylhydrazono]methyl]-2-methyl-phenyl]-3-methyl-pyrazol-4-yl]-4-(trifluoromethoxy)benzamide